Cl.Cl.C(CCCCCCCCCN1C=CC(C=C1)=NCCCCCCCC)N1C=CC(C=C1)=NCCCCCCCC N,N'-[1,10-decanediyldi-1(4H)-pyridinyl-4-ylidene]-bis(1-octanamine) dihydrochloride